1,1,1,3,3-pentachloro-2-iso-propyldisilazane Cl[Si](N([SiH](Cl)Cl)C(C)C)(Cl)Cl